C(C)(C)(C)C=1SC(=C(N1)C=1C(=C(C=CC1)NS(=O)(=O)C1=C(C=CC=C1F)F)F)C1=NC(=NC=C1)NC1=CC=C(C=C1)S(=O)(=O)\C=C\N(C)C (E)-N-(3-(2-(tert-butyl)-5-(2-((4-((2-(dimethylamino)vinyl)sulfonyl)phenyl)amino)-pyrimidin-4-yl)thiazol-4-yl)-2-fluorophenyl)-2,6-difluorobenzenesulfonamide